6-[2-(4-methyl-1-piperazinyl)-4-pyridinyl]-1H-indazole-4-carboxamide CN1CCN(CC1)C1=NC=CC(=C1)C=1C=C(C=2C=NNC2C1)C(=O)N